C(C)OP(=O)(OCC)C(C(=O)NCC(=O)OC(C)(C)C)CC1=NC(=NO1)C1(CC1)C1=CC=C(C=C1)SC(F)(F)F tert-butyl (2-(diethoxyphosphoryl)-3-(3-(1-(4-((trifluoromethyl)thio)phenyl)cyclopropyl)-1,2,4-oxadiazol-5-yl)propanoyl)glycinate